O1CC(C2=C1C=CC=C2)NC(=O)C2CCN(CC2)C2=NC(=NO2)C2=CC=C(C=C2)OC N-(2,3-dihydrobenzofuran-3-yl)-1-(3-(4-methoxyphenyl)-1,2,4-oxadiazol-5-yl)piperidine-4-carboxamide